9-(3-(bis(benzyloxy)phosphoryl)propoxy)-6-isopropyl-2-oxo-10-(thiazol-2-yl)-6,7-dihydro-2H-pyrido[2,1-a]isoquinoline-3-carboxylic acid C(C1=CC=CC=C1)OP(=O)(OCC1=CC=CC=C1)CCCOC=1C=C2CC(N3C(C2=CC1C=1SC=CN1)=CC(C(=C3)C(=O)O)=O)C(C)C